1-phenyl-5-(3-(trifluoromethyl)benzamido)-4,5,6,7-tetrahydro-1H-pyrazolo[3,4-b]pyridine-3-carboxamide C1(=CC=CC=C1)N1N=C(C2=C1NCC(C2)NC(C2=CC(=CC=C2)C(F)(F)F)=O)C(=O)N